(2R,3R)-2,3-dimethylmorpholine hydrobromide Br.C[C@@H]1[C@H](NCCO1)C